ClC1=C(C=CC=C1C=1C=NC(=CC1)OCC1=NN(C=C1)C)C1C(NC(CC1)=O)=O 3-(2-chloro-3-(6-((1-methyl-1H-pyrazol-3-yl)methoxy)pyridin-3-yl)phenyl)piperidine-2,6-dione